CC1=C2N=C(C(=NC2=CC=C1)SC1=NN=NN1C)SC1=NN=NN1C 5-Methyl-2,3-bis((1-methyltetrazol-5-yl)thio)quinoxaline